2-propyl-3-butyl-acrolein C(CC)C(C=O)=CCCCC